N-(3-(CYCLOPROPYLMETHOXY)-5-(PYRIDIN-2-YLETHYNYL)PHENYL)-4-(2-OXOPIPERIDIN-1-YL)BENZAMIDE C1(CC1)COC=1C=C(C=C(C1)C#CC1=NC=CC=C1)NC(C1=CC=C(C=C1)N1C(CCCC1)=O)=O